4'-(1,3-phenylenedi-(propane-2,2-diyl))bis(2,6-diisopropylaniline) C1(=CC(=CC=C1)C(C)(C)NC1=C(C=CC=C1C(C)C)C(C)C)C(C)(C)NC1=C(C=CC=C1C(C)C)C(C)C